allylveratrole C(C=C)COC=1C(=CC=CC1)OC